C(C)(C)(C)N(C(O)=O)C12CC(C1)(C2)N2CCOCC2.C(C)(C)N2C=NC1=C2C=C(C(=C1)B1OC(C(O1)(C)C)(C)C)OC 1-isopropyl-6-methoxy-5-(4,4,5,5-tetramethyl-1,3,2-dioxaborolan-2-yl)benzimidazole tert-butyl-(3-morpholinobicyclo[1.1.1]pentan-1-yl)carbamate